(S)-2-(1-(2-(1,3,4-oxadiazol-2-yl)-5-oxa-2-azaspiro[3.4]oct-7-yl)piperidin-4-yl)-4,5-difluorophenol O1C(=NN=C1)N1CC2(C1)OC[C@H](C2)N2CCC(CC2)C2=C(C=C(C(=C2)F)F)O